S1C(=NC=C1)C=1C=CC2=C(N=C(O2)C2=CC(=NC=C2)C=O)C1 (4-(5-(thiazol-2-yl)benzo[d]oxazol-2-yl)pyridin-2-yl)methanone